BrC=1C=2CCCC2C(=C2CCCC12)NC(=O)NS(=O)(=O)C=1OC2=C(C1)/C(/CCC2)=N/O (E)-N-((8-bromo-1,2,3,5,6,7-hexahydro-s-indacen-4-yl)carbamoyl)-4-(hydroxyimino)-4,5,6,7-tetrahydrobenzofuran-2-sulfonamide